acryloxyethyl phenyl hydrogen phosphate P(=O)(OCCOC(C=C)=O)(OC1=CC=CC=C1)O